C(#N)C1=C(C(=C(C(=C1N)N)C#N)C#N)C#N 1,2,3,4-tetracyano-5,6-diaminobenzene